2-methylpropenyloxyethyl phosphate P(=O)(OCCOC=C(C)C)([O-])[O-]